C(C)(=O)NCCN(CC[C@@H](C(=O)O)NC1=NC(=CN=C1)C1=CC=CC=C1)CCCCC1=NC=2NCCCC2C=C1 (S)-4-((2-acetamidoethyl)(4-(5,6,7,8-tetrahydro-1,8-naphthyridin-2-yl)butyl)amino)-2-((6-phenylpyrazin-2-yl)amino)butanoic acid